5-((1-(2-oxo-2-(4-(5-(trifluoromethyl)pyrimidin-2-yl)piperazin-1-yl)ethoxy)propan-2-yl)oxy)phthalazin-1(2H)-one O=C(COCC(C)OC1=C2C=NNC(C2=CC=C1)=O)N1CCN(CC1)C1=NC=C(C=N1)C(F)(F)F